NCCN1C=C(C2=CC=C(C=C12)C=1C(=NNC1)Cl)C(=O)C1COC2=CC=C(C=C2C1)F [1-(2-Aminoethyl)-6-(3-chloro-1H-pyrazol-4-yl)indol-3-yl]-(6-fluorochroman-3-yl)methanone